N-(4-cyanocyclohexyl)-4-{2-[(piperidin-3-yl)amino]-5-(trifluoromethyl)pyrimidin-4-yl}-1H-pyrrole-2-carboxamide C(#N)C1CCC(CC1)NC(=O)C=1NC=C(C1)C1=NC(=NC=C1C(F)(F)F)NC1CNCCC1